NC1=NN2C(C=C(C=C2)C2=CC=C(C=C2)CC(=O)NC2=CC=C(C=C2)C2(CC2)C(F)(F)F)=N1 2-[4-(2-Amino-[1,2,4]triazolo[1,5-a]pyridin-7-yl)phenyl]-N-[4-[1-(trifluoromethyl)cyclopropyl]phenyl]acetamide